CCC(C(=O)[O-])(C)O.[Ti+4].CCC(C(=O)[O-])(C)O.CCC(C(=O)[O-])(C)O.CCC(C(=O)[O-])(C)O titanium (methyl 2-hydroxyisobutyrate)